ClC=1C(=CC=2N(C1)C=CN2)CO (6-chloroimidazo[1,2-a]pyridin-7-yl)methanol